thiazol-4(5H)one S1C=NC(C1)=O